C(C)OC=1C2=C(N=C(N1)NC1=C(C=C(C=C1)S(=O)(=O)C1CNCCO1)OC)NC=C2C(F)(F)F 4-ethoxy-N-(2-methoxy-4-(morpholino-sulfonyl)phenyl)-5-(trifluoromethyl)-7H-pyrrolo[2,3-d]pyrimidin-2-amine